octanoic acid-1,1-diphenylmethyl ester C1(=CC=CC=C1)C(C1=CC=CC=C1)OC(CCCCCCC)=O